5-chloro-N4-(3-isopropylphenyl)-N2-(5-(4-methylpiperazin-1-yl)pyridin-2-yl)pyrimidine-2,4-diamine ClC=1C(=NC(=NC1)NC1=NC=C(C=C1)N1CCN(CC1)C)NC1=CC(=CC=C1)C(C)C